(2S,3S)-2-methylazetidin-3-ol, hydrochloride Cl.C[C@@H]1NC[C@@H]1O